C(C1=CC=CC=C1)SC=1N=C(SC1)CC(C)O (4-(benzylthio)thiazol-2-yl)propan-2-ol